NC1=C(SC2=C1C=C1C(=N2)CCCCC1)C(=O)NC=1SC(=NN1)C1=CC=CC=C1 3-amino-N-(5-phenyl-1,3,4-thiadiazol-2-yl)-6,7,8,9-tetrahydro-5H-cyclohepta[b]thieno[3,2-e]pyridine-2-carboxamide